N1N=CC(=C1)C1=CC=C(C=C1)NC([C@H](CN)C1=CC=CC=C1)=O (S)-N-(4-(1H-pyrazol-4-yl)phenyl)-3-amino-2-phenylpropionamide